Cl.N1(CCCCC1)C1CCN(CC1)C1=NC=C(C=C1NS(=O)(=O)C1CC1)C1=CC=2C3=C(C=NC2C=C1)N(C(C31CCC1)=O)C N-(2-([1,4'-Bipiperidin]-1'-yl)-5-(3'-methyl-2'-oxo-2',3'-dihydrospiro[cyclobutane-1,1'-pyrrolo[2,3-c]quinolin]-8'-yl)pyridin-3-yl)cyclopropanesulfonamide hydrochloride